3-((4-(1-hydroxyethyl)-1-oxo-6-(3-(trifluoromethyl)-1H-pyrazol-4-yl)isoquinolin-2(1H)-yl)methyl)-N-(oxetan-3-yl)benzamide OC(C)C1=CN(C(C2=CC=C(C=C12)C=1C(=NNC1)C(F)(F)F)=O)CC=1C=C(C(=O)NC2COC2)C=CC1